[Si](C)(C)(C(C)(C)C)OCC1=C(C=C(C=C1)NC(=O)N1C2CC(CC1C2)C)C2=NC=C(C=N2)F cis-N-(4-(((tert-butyldimethylsilyl)oxy)methyl)-3-(5-fluoropyrimidin-2-yl)phenyl)-3-methyl-6-azabicyclo[3.1.1]heptane-6-carboxamide